1,10-dichlorodecane ClCCCCCCCCCCCl